C(\C=C/C(=O)O)(=O)N MALEAMIDIC ACID